BrC=1C(=NC(=C(C1)C)C(F)(F)F)OC1=C(C(=C(C=C1)F)F)C 3-bromo-2-(3,4-difluoro-2-methyl-phenoxy)-5-methyl-6-(trifluoromethyl)pyridine